3-[3-cyclopropyl-4-(trifluoromethyl)phenoxylazetidin-1-yl]-[6-(5-fluoro-3-pyridyl)-2-azaspiro[3.3]heptan-2-yl]methanone C1(CC1)C=1C=C(OC2N(CC2)C2N(CC23CC(C3)C=3C=NC=C(C3)F)C=O)C=CC1C(F)(F)F